CC1=C(C=CC(=C1)N1C2=CC=CC=C2C=2C=CC=CC12)C1=C(C=C(C=C1)N1C2=CC=CC=C2C=2C=CC=CC12)C 9,9'-(2,2'-dimethylbiphenyl-4,4'-diyl)bis(9H-carbazole)